FC(C(=O)O)(F)F.CS(=O)(=O)N1C(CC(C1)C1=CC=CC=C1)CS(=O)(=O)C1=CC=C(S1)CN (5-(((1-(Methylsulfonyl)-4-phenylpyrrolidin-2-yl)methyl)sulfonyl)thiophen-2-yl)methanamine 2,2,2-trifluoroacetate